N[C@H]1CN(C[C@@H](C1)F)C(=O)C=1C=CC=2N(C1)N=C(C2C)C2=CC=1C(=C(N=CC1)OCCN1C(=NC=C1)C)N2CC2CC2 ((3R,5R)-3-Amino-5-fluoropiperidin-1-yl)(2-(1-(cyclopropylmethyl)-7-(2-(2-methyl-1H-imidazol-1-yl)ethoxy)-1H-pyrrolo[2,3-c]pyridin-2-yl)-3-methylpyrazolo[1,5-a]pyridin-6-yl)methanone